C1(=C(C=CC=C1C)C)NC(=O)[C@H]1NCCCC1 (S)-N-(2,6-xylyl)-piperidine-2-carboxamide